2-(2-morpholinoethyl)phenol O1CCN(CC1)CCC1=C(C=CC=C1)O